(3r,4r)-4-({5-chloro-4-[4-fluoro-2-methyl-1-(oxetan-3-yl)-1H-benzoimidazol-6-yl]pyrimidin-2-yl}amino)-1-(methylsulfonyl)piperidin-3-ol ClC=1C(=NC(=NC1)N[C@H]1[C@@H](CN(CC1)S(=O)(=O)C)O)C=1C=C(C2=C(N(C(=N2)C)C2COC2)C1)F